1-((1R,4r)-4-((2R,4aS,6S,8aR)-6-propyl-decalin-2-yl)cyclohexyl)ethane C(CC)[C@@H]1C[C@@H]2CC[C@H](C[C@H]2CC1)C1CCC(CC1)CC